5-((2-methylpyrrolidin-1-yl)methyl)furan-2-carboxylic acid CC1N(CCC1)CC1=CC=C(O1)C(=O)O